N-[2-(2,6-dioxopiperidin-3-yl)-1-oxo-3H-isoindol-5-yl]-1-(1-methylpiperidin-4-yl)pyrrolo[2,3-b]pyridine-5-carboxamide O=C1NC(CCC1N1C(C2=CC=C(C=C2C1)NC(=O)C=1C=C2C(=NC1)N(C=C2)C2CCN(CC2)C)=O)=O